N-(3-(4-aminopiperidin-1-yl)propyl)-5-(4-methoxyphenyl)thieno[3,2-b]pyridin-7-amine trihydrochloride Cl.Cl.Cl.NC1CCN(CC1)CCCNC1=C2C(=NC(=C1)C1=CC=C(C=C1)OC)C=CS2